5-[(4-anilino-5-methyl-pyrimidin-2-yl)amino]-3-ethyl-2-hydroxy-benzoic acid methyl ester COC(C1=C(C(=CC(=C1)NC1=NC=C(C(=N1)NC1=CC=CC=C1)C)CC)O)=O